9,9'-((3-(dibenzo[b,d]furan-3-yl)-4-(2-(4,6-diphenyl-1,3,5-triazin-2-yl)phenyl)pyridine-2,6-diyl)bis(4,1-phenylene))bis(3-methyl-9H-carbazole) C1=CC(=CC=2OC3=C(C21)C=CC=C3)C=3C(=NC(=CC3C3=C(C=CC=C3)C3=NC(=NC(=N3)C3=CC=CC=C3)C3=CC=CC=C3)C3=CC=C(C=C3)N3C2=CC=CC=C2C=2C=C(C=CC32)C)C3=CC=C(C=C3)N3C2=CC=CC=C2C=2C=C(C=CC32)C